BrC1=C(C(=CC(=C1)C(F)(F)F)C)C=1C=C2CCN(C(C2=CC1)=O)C=1C=CC(=C(C1)NS(=O)(=O)C)OCOCCOC N-(5-(6-(2-bromo-6-methyl-4-(trifluoromethyl)phenyl)-1-oxo-3,4-dihydroisoquinolin-2(1H)-yl)-2-((2-methoxyethoxy)methoxy)phenyl)methanesulfonamide